methyl (2S)-1-{2-[(4-chlorophenyl)(phenyl)methoxy]ethyl}pyrrolidine-2-carboxylate ClC1=CC=C(C=C1)C(OCCN1[C@@H](CCC1)C(=O)OC)C1=CC=CC=C1